N-(2-(5-azaspiro[3.4]octan-5-yl)ethyl)-6-methyl-5-((1-methyl-6-(pyrimidin-5-ylamino)-1H-pyrazolo[3,4-d]pyrimidin-3-yl)amino)nicotinamide C1CCC12N(CCC2)CCNC(C2=CN=C(C(=C2)NC2=NN(C1=NC(=NC=C12)NC=1C=NC=NC1)C)C)=O